neopentylzinc(II) iodide [I-].C(C(C)(C)C)[Zn+]